C(C1=CC=CC=C1)N1N=NN=C1C(N1CCN(CC1)C1CCCCC1)C=1C=NC=CC1 1-((1-benzyl-1H-tetrazol-5-yl)(pyridin-3-yl)methyl)-4-cyclohexylpiperazine